4'-[(2S)-2-amino-2-cyanoethyl]-[1,1'-biphenyl]-4-carbonitrile N[C@@H](CC1=CC=C(C=C1)C1=CC=C(C=C1)C#N)C#N